NC=1C=C(OC2=CC=C(C=C2)CC)C=CC1 [4-(3-aminophenoxy)phenyl]ethane